N-[2-(2-propanesulfonyloxy)phenyl]-N'-[4-(2-propanesulfonyloxy)phenyl]urea CC(C)S(=O)(=O)OC1=C(C=CC=C1)NC(=O)NC1=CC=C(C=C1)OS(=O)(=O)C(C)C